C(=O)OC1=C(C=C(C=C1)C1OCC=C(C1)C)OC 2-methoxy-4-(4-methyl-3,6-dihydro-2H-pyran-2-yl)phenyl formate